[O-]CCCC.[Ti+4].[O-]CCCC.[O-]CCCC.[O-]CCCC Titanium(IV) Butoxide